FC1=CC=CC=2N(C(N(C21)C)C2=CSC=C2)S(=O)(=O)C2=CC=C(C=C2)S(=O)(=O)N(C)C 4-((4-Fluoro-3-methyl-2-(thiophen-3-yl)-2,3-dihydro-1H-benzo[d]imidazol-1-yl)sulfonyl)-N,N-dimethylbenzenesulfonamide